2-fluoro-3-((2,2,7-trifluoro-3-oxo-6-(perfluorophenyl)-2,3-dihydro-4H-benzo[b][1,4]oxazin-4-yl)methyl)benzoic acid FC1=C(C(=O)O)C=CC=C1CN1C2=C(OC(C1=O)(F)F)C=C(C(=C2)C2=C(C(=C(C(=C2F)F)F)F)F)F